Cl.N1=C(C=CC=C1)CCl picolyl chloride hydrochloride